6-(4-{[7-(difluoromethyl)-6-oxo-5H-1,5-naphthyridin-3-yl]methyl}piperazin-1-yl)pyridine-3-carbonitrile FC(C=1C(NC=2C=C(C=NC2C1)CN1CCN(CC1)C1=CC=C(C=N1)C#N)=O)F